FC1=C(C=CC(=C1)N1C(C(CC1)(C(F)(F)F)C1=CC(=C(C(=C1)Cl)Cl)Cl)O)CNC(=O)C1CC1 N-[[2-fluoro-4-[2-hydroxy-3-(3,4,5-trichlorophenyl)-3-(trifluoromethyl)pyrrolidin-1-yl]phenyl]methyl]cyclopropanecarboxamide